O1C=CC2=C1C=CC(=C2)S(=O)(=O)N2CC1=C(C2)CN(C1)C(=O)C1(CC1)O (5-(Benzofuran-5-ylsulfonyl)-3,4,5,6-tetrahydropyrrolo[3,4-c]pyrrol-2(1H)-yl)(1-hydroxycyclopropyl)methanone